(2R,3R,4R,5S)-5-((6-(3-(2-(2-aminoethoxy)ethoxy)propyl)pyrazin-2-yl)amino)-2-(hydroxymethyl)tetrahydro-2H-pyran-3,4-diol NCCOCCOCCCC1=CN=CC(=N1)N[C@@H]1[C@H]([C@H]([C@H](OC1)CO)O)O